1,3-bis(4'-dimethylaminobenzylidene)acetone CN(C1=CC=C(C=CC(=O)C=CC2=CC=C(C=C2)N(C)C)C=C1)C